1-(3,3-diethoxycarbonylpropyl)-2-benzoyl-pyrrole C(C)OC(=O)C(CCN1C(=CC=C1)C(C1=CC=CC=C1)=O)C(=O)OCC